(1-(2,2-difluoro-2-(2-fluoro-5-((4-fluoro-3-methylphenyl)carbamoyl)phenyl)acetyl)-1,2,3,6-tetrahydropyridin-4-yl)boronic acid FC(C(=O)N1CCC(=CC1)B(O)O)(C1=C(C=CC(=C1)C(NC1=CC(=C(C=C1)F)C)=O)F)F